C1(=CC=CC=C1)[Si](OC(C)=O)(C)C phenyldimethyl-acetoxysilane